C(C1=CC=CC=C1)OC(=O)N1[C@@H](C[C@@H](CC1)N(C)C(=O)OC(C)(C)C)C1=C(C=CC=C1)F (2s,4r)-4-((tert-butoxycarbonyl)(methyl)amino)-2-(2-fluorophenyl)piperidine-1-carboxylic acid benzyl ester